3-((3,5-Dichloro-4-((5-fluoro-6-isopropylaminopyrimidin-4-yl)oxy)-phenyl)-amino)propanoic acid ClC=1C=C(C=C(C1OC1=NC=NC(=C1F)NC(C)C)Cl)NCCC(=O)O